C1(CCCCC1)C(C#N)(C=O)C cyclohexyl-2-methyl-3-oxopropanenitrile